C(CCCCCCCCCCC)[Si](OCCOCC)(OCCOCC)CCCCCCCCCCCC didodecyl-bis-(2-ethoxyethoxy)silane